2-(3-hydroxy-3-methylbutyl)-7-methoxy-N-(6-methoxypyridin-2-yl)-2H-indazole-5-carboxamide OC(CCN1N=C2C(=CC(=CC2=C1)C(=O)NC1=NC(=CC=C1)OC)OC)(C)C